C[C@H]1OCC2(C1=O)CCN(CC2)C(=O)OC(C)(C)C tert-butyl (R)-3-methyl-4-oxo-2-oxa-8-azaspiro[4.5]decane-8-carboxylate